C(C)OC(=O)C=1C=NN2C1N=C(C=C2C)C=2N=C(OC2)C 7-methyl-5-(2-methyloxazol-4-yl)pyrazolo[1,5-a]Pyrimidine-3-carboxylic acid ethyl ester